[6-(2-chloro-5-fluorophenyl)-6-hydroxy-2,8-dioxo-1-(trideuteriomethyl)-3-(2,2,2-trifluoroethyl)-7,8-dihydro-6H-imidazo[5,4-e]isoindol-5-yl]-5-(difluoromethyl)-3-fluorobenzamide ClC1=C(C=C(C=C1)F)C1(NC(C2=C3C(=CC(=C12)C1=C(C(=O)N)C=C(C=C1F)C(F)F)N(C(N3C([2H])([2H])[2H])=O)CC(F)(F)F)=O)O